N1CCC2(CC1)CC=1C(=NC=CC1)[C@H]2N[S@](=O)C(C)(C)C (R)-N-((S)-5,7-dihydro-spiro[cyclopenta[b]pyridin-6,4'-piperidin]-7-yl)-2-methylpropan-2-sulfinamide